BrC1=CC=CC2=C1N=C(O2)NC([O-])=O (4-bromobenzo[d]oxazol-2-yl)carbamate